chroman-7-yl-acetic acid O1CCCC2=CC=C(C=C12)CC(=O)O